C1(CC1)C1=NN(C(=C1)NC(CN1N=C(C2=CC=CC=C12)C1C(NC(CC1)=O)=O)=O)C N-(3-Cyclopropyl-1-methyl-1H-pyrazol-5-yl)-2-(3-(2,6-dioxopiperidin-3-yl)-1H-indazol-1-yl)acetamide